C1(CC1)N1C=C(C(C2=CC(=C(C=C12)N1C[C@H](CC1)NC)F)=O)CN(CC1=CC(=NC=C1)C)[C@@H]1CN(CCC1)C=1C=NC(=CC1)C 1-cyclopropyl-6-fluoro-7-[(3S)-3-(methylamino)pyrrolidin-1-yl]-3-({[(3S)-1-(6-methylpyridin-3-yl)piperidin-3-yl][(2-methylpyridin-4-yl)methyl]amino}methyl)-1,4-dihydroquinolin-4-one